(R)-2-(4-cyclopropyl-6-methoxypyrimidin-5-yl)-4-(1-(4-(1-isopropyl-4-(trifluoromethyl)-1H-imidazol-2-yl)-3-methoxyphenyl)ethyl)-6,7-dihydropyrazolo[1,5-a]pyrimidin-5(4H)-one C1(CC1)C1=NC=NC(=C1C1=NN2C(N(C(CC2)=O)[C@H](C)C2=CC(=C(C=C2)C=2N(C=C(N2)C(F)(F)F)C(C)C)OC)=C1)OC